NCC1=C(C=CC=N1)C 6-(aminomethyl)-5-methylpyridine